methyl (2S,3R)-2-amino-3-[[(S)-tert-butylsulfinyl]amino]-3-(3-fluorophenyl)propanoate N[C@H](C(=O)OC)[C@@H](C1=CC(=CC=C1)F)N[S@@](=O)C(C)(C)C